CN1C(N(C2=NC(=NC=C12)C(=O)O)C1CCOCC1)=O 7-methyl-8-oxo-9-(tetrahydro-2H-pyran-4-yl)-8,9-dihydro-7H-purine-2-carboxylic acid